N,N'-bis(2-ethylphenyl)cyclopropane-1,1-diamide C(C)C1=C(C=CC=C1)NC(=O)C1(CC1)C(=O)NC1=C(C=CC=C1)CC